COC(=O)C1=CC(=NC(=C1)CNC=O)Cl 2-chloro-6-(formamidomethyl)pyridine-4-carboxylic acid methyl ester